3-(2-trifluoromethoxybenzyloxy)-N-(pyridin-3-yl)thiophene-2-carboxamide FC(OC1=C(COC2=C(SC=C2)C(=O)NC=2C=NC=CC2)C=CC=C1)(F)F